FC(OC1=CC=C(C=C1)CS(=O)(=O)Cl)(F)F (4-(trifluoromethoxy)phenyl)methane-sulfonyl chloride